C(C)(C)(C)OC(=O)N1[C@H](C[C@@H](C1)N1N=C(C(=C1N(C)C(=O)OC(C)(C)C)C(N)=O)Br)COC (2r,4s)-4-(3-bromo-5-((tert-butoxycarbonyl)(methyl)amino)-4-carbamoyl-1H-pyrazol-1-yl)-2-(methoxymethyl)pyrrolidine-1-carboxylic acid tert-butyl ester